(5-bromo-1-methyl-1H-pyrazol-4-yl)(5-iodo-1-methyl-1H-pyrazol-4-yl)methanol BrC1=C(C=NN1C)C(O)C=1C=NN(C1I)C